trans-2,2-dichloro-3-(3,4,5-trichlorophenyl)cyclopropane-1-carbaldehyde ClC1([C@H]([C@@H]1C1=CC(=C(C(=C1)Cl)Cl)Cl)C=O)Cl